ClC=1C(=C(C=CC1F)[C@@H]1N(OCC1)C1=CC(=NC=N1)NC=1C(=CC(=C(C1)NC(C=C)=O)N1CCC(CC1)N1CCN(CC1)C1CC1)OC)F N-(5-((6-((R)-3-(3-chloro-2,4-difluorophenyl)-isoxazolidine-2-yl)pyrimidine-4-yl)amino)-2-(4-(4-cyclopropyl-piperazine-1-yl)piperidine-1-yl)-4-methoxyphenyl)acrylamide